5-(1-((5-(5-(difluoromethyl)-1,3,4-oxadiazol-2-yl)pyridin-2-yl)methyl)-1H-imidazol-4-yl)benzo[d]oxazol-2-amine FC(C1=NN=C(O1)C=1C=CC(=NC1)CN1C=NC(=C1)C=1C=CC2=C(N=C(O2)N)C1)F